(R)-6-(2-hydroxy-2-(3-(2-(trifluoromethyl)pyridin-4-yl)phenyl)acetyl)-2-(1-(4-isopropylthiophen-2-yl)cyclopropyl)-3,5,6,7,8,9-hexahydro-4H-pyrimido[5,4-c]azepin-4-one O[C@@H](C(=O)N1CC2=C(CCC1)N=C(NC2=O)C2(CC2)C=2SC=C(C2)C(C)C)C2=CC(=CC=C2)C2=CC(=NC=C2)C(F)(F)F